3,5-dichlorophenyl-acetyl chloride ClC=1C=C(C=C(C1)Cl)CC(=O)Cl